Cl.N1=C(N=CC=C1)C1=CC2=CN(N=C2C=C1)C1CCC(CC1)CN 1-{(1r,4r)-4-[5-(pyrimidin-2-yl)-2H-indazol-2-yl]cyclohexyl}methanamine, hydrochloride salt